N[C@@H](C(=O)NC=1C=CC(=C(C(=O)N[C@H](C)C2=CC=CC3=CC=CC=C23)C1)C)C1=CC=CC=C1 5-((R)-2-amino-2-phenylacetamido)-2-methyl-N-((R)-1-(naphthalen-1-yl)ethyl)benzamide